IC1=CN(C=2N=CN=C(C21)N)C(COC)(C)C 5-iodo-7-(1-methoxy-2-methylpropan-2-yl)-7H-pyrrolo[2,3-d]pyrimidin-4-amine